O,O-diethyl (4-(1-phenylvinyl)phenyl)phosphonothioate C1(=CC=CC=C1)C(=C)C1=CC=C(C=C1)P(OCC)(OCC)=S